ClC[C@H](CCOS(=O)(=O)C)OC(C)OCC (3S)-methanesulfonic acid 4-chloro-3-(1-ethoxyethyl-oxy)-butyl ester